Cl[P+3]Cl DICHLORO-PHOSPHORUS(V)